Benzyl (S)-2-((tert-butoxycarbonyl) amino)-4-pentynoate C(C)(C)(C)OC(=O)N[C@H](C(=O)OCC1=CC=CC=C1)CC#C